2-methyl-6-methylene-3,7-octadien-2-ol CC(C)(C=CCC(C=C)=C)O